7-amino-1,2,3,4-tetrahydronaphthalen-1-ol NC1=CC=C2CCCC(C2=C1)O